rel-(R)-(4-(benzyloxy)-6-((2R*,3S*,4S*,5R*)-3-(3-chloro-2-methoxyphenyl)-4,5-dimethyl-5-(trifluoromethyl)tetrahydrofuran-2-yl)-2-methylpyridin-3-yl)(imino)(methyl)-λ6-sulfanone C(C1=CC=CC=C1)OC1=C(C(=NC(=C1)[C@@H]1O[C@]([C@H]([C@H]1C1=C(C(=CC=C1)Cl)OC)C)(C(F)(F)F)C)C)[S@](=O)(C)=N |o1:14,16,17,18,35|